1-(2-(3-hydroxy-3-methylazetidin-1-yl)-2-oxoethyl)-6-(5-methylpyridin-3-yl)-1H-imidazo[4,5-b]pyridin-2(3H)-one OC1(CN(C1)C(CN1C(NC2=NC=C(C=C21)C=2C=NC=C(C2)C)=O)=O)C